8-[(2S)-2-(trifluoromethyl)pyrrolidine-1-carbonyl]quinazolin-4-amine FC([C@H]1N(CCC1)C(=O)C=1C=CC=C2C(=NC=NC12)N)(F)F